CC(CC(C)(C)C)(C)OCCCCCCCCC n-nonyl 1,1,3,3-tetramethyl-butyl ether